C1=CC=C(C=C1)[C@@H](C(=O)C(=O)O)O The molecule is a 2-oxo monocarboxylic acid that is pyruvic acid in which two of the methyl hydrogens are substituted by phenyl and hydroxy groups (the S-enantiomer). It is a 2-oxo monocarboxylic acid, a 3-hydroxy monocarboxylic acid and a secondary alpha-hydroxy ketone. It derives from a pyruvic acid. It is a conjugate acid of a (S)-3-hydroxy-2-oxo-3-phenylpropanoate.